5-(5-amino-3,3-difluoropiperidin-1-yl)pyrazolo[1,5-a]pyrimidine NC1CC(CN(C1)C1=NC=2N(C=C1)N=CC2)(F)F